N-(2-(1-ethyl-8-oxa-1-azaspiro[4.5]dec-3-en-4-yl)thieno[2,3-b]pyridin-4-yl)-6-fluorobenzo[d]thiazol-5-amine C(C)N1CC=C(C12CCOCC2)C2=CC=1C(=NC=CC1NC=1C(=CC3=C(N=CS3)C1)F)S2